diethyl 2,2-difluoropentane-dioate FC(C(=O)OCC)(CCC(=O)OCC)F